FC1=C(N)C=C(C(=C1)OC)C(=O)C1=CNC2=CC=CC=C12 2-fluoro-5-[(1H-indol-3-yl)carbonyl]-4-methoxyaniline